N=C(NC(C1=CC=CC=C1)=O)N1CCNCC1 N-[imino(piperazin-1-yl)methyl]benzamide